SC=1C(=CC(=C(C1)N(CC)CC)C)C 5-mercapto-2,4-dimethylphenyl-diethylamine